ClC1=C(C(=CC=C1)C1=NC2=C(N1)C=C(C(=C2)F)Cl)C=2C(=CC(=CC2)C(N[C@@H](CCC)C2=CC=C(C=C2)Cl)=O)C(=O)O (S)-2'-chloro-6'-(6-chloro-5-fluoro-1H-1,3-benzodiazol-2-yl)-4-{[1-(4-chlorophenyl)butyl]carbamoyl}-[1,1'-biphenyl]-2-carboxylic acid